3-[(4S)-3-(4-chlorophenyl)-4-phenyl-4,5-dihydro-1H-pyrazol-1-yl]-4-methyl-1-[4-[(morpholin-4-yl)methyl]phenyl]-4,5-dihydro-1H-1,2,4-triazol-5-one ClC1=CC=C(C=C1)C1=NN(C[C@@H]1C1=CC=CC=C1)C1=NN(C(N1C)=O)C1=CC=C(C=C1)CN1CCOCC1